N[C@H](COC1=CC=C(C=C1)C1=CN=C2N1N=C(C=C2)N[C@H](C)C2=CC(=CC=C2)F)C 3-[4-[(2S)-2-aminopropoxy]phenyl]-N-[(1R)-1-(3-fluorophenyl)ethyl]imidazo[1,2-b]pyridazin-6-amine